N-(Trans-3-(2-(4-(2,3-dichlorophenyl)piperazin-1-yl)ethyl)cyclobutyl)thiazole-2-carboxamide ClC1=C(C=CC=C1Cl)N1CCN(CC1)CC[C@@H]1C[C@H](C1)NC(=O)C=1SC=CN1